4-((5-(1,8-naphthyridin-3-yl)pyrrolo[2,1-f][1,2,4]triazin-2-yl)amino)cyclohexan-1-ol (R)-tert-butyl-(2-oxopyrrolidin-3-yl)carbamate C(C)(C)(C)N(C(=O)OC1CCC(CC1)NC1=NN2C(C=N1)=C(C=C2)C=2C=NC1=NC=CC=C1C2)[C@H]2C(NCC2)=O